2-(2,3-dihydrobenzo[b][1,4]dioxin-6-yl)-6-(4-(trans-3-(hydroxymethyl)-4-methylpyrrolidin-1-yl)piperidin-1-yl)benzonitrile O1C2=C(OCC1)C=C(C=C2)C2=C(C#N)C(=CC=C2)N2CCC(CC2)N2C[C@H]([C@@H](C2)C)CO